C(C1=CC=CC=C1)N1CCCN(CCCN(CCC1)CC=1C(=C(C(=O)N)C=C(C1)C)O)CC=1C(=C(C(=O)N)C=C(C1)C)O 3,3'-[(9-benzyl-1,5,9-triazacyclododecane-1,5-diyl)bis(methylene)]bis(2-hydroxy-5-methylbenzamide)